C1(=CC=CC=C1)S(=O)(=O)ON=C(C#N)C=1SC=CC1 (benzenesulfonyloxyimino)-2-thienylacetonitrile